BrC=1C=C2CN(CC2=CC1C(F)(F)F)C(=O)OC(C)(C)C Tert-butyl 5-bromo-6-(trifluoromethyl)isoindoline-2-carboxylate